2-(p-tolyl)cyclohexan-1-one C1(=CC=C(C=C1)C1C(CCCC1)=O)C